4-(1,2,3,4-tetrahydroisoquinolin-5-yl)-1H-indole-7-carboxamide C1NCCC2=C(C=CC=C12)C1=C2C=CNC2=C(C=C1)C(=O)N